C(C)OC1=C(C(=NN1C1=C(C=C(C#N)C=C1)F)C)C=CC(C)C(=O)O 4-(5-ethoxy-3-methyl-4-(3-carboxybut-1-en-1-yl)-1H-pyrazol-1-yl)-3-fluorobenzonitrile